CN1N=CC(=C1)C1=C2C=CC(=NC2=CC=C1C(=O)N1CCOCC1)C=O 5-(1-methyl-1H-pyrazol-4-yl)-6-(morpholine-4-carbonyl)quinoline-2-carbaldehyde